(2,6-dichloromethyl-1,4-phenylene) ether ClCC1=C2C(=CC(=C1)O2)CCl